COC1=CC=C(C=C1)CC(=O)Cl 2-(4'-methoxyphenyl)-acetyl chloride